N-[2-[2-(Cyclohexylmethoxy)-4,6-dihydroxy-3-methyl-benzoyl]-3,4-dihydro-1H-isoquinolin-8-yl]prop-2-enamide C1(CCCCC1)COC1=C(C(=O)N2CC3=C(C=CC=C3CC2)NC(C=C)=O)C(=CC(=C1C)O)O